Tert-butyl 4-(4'-chloro-2'-{3-[4-(ethoxycarbonyl)-5-(trifluoromethyl)-1H-pyrazol-1-yl]piperidin-1-yl} [1,1'-biphenyl]-4-yl)piperazine-1-carboxylate ClC1=CC(=C(C=C1)C1=CC=C(C=C1)N1CCN(CC1)C(=O)OC(C)(C)C)N1CC(CCC1)N1N=CC(=C1C(F)(F)F)C(=O)OCC